2-(2,6-dioxopiperidin-3-yl)-5-(methyl((1R,2R)-2-(methylamino)cyclopentyl)amino)isoindoline-1,3-dione O=C1NC(CCC1N1C(C2=CC=C(C=C2C1=O)N([C@H]1[C@@H](CCC1)NC)C)=O)=O